1-((1r,3r,5s,7r)-3,5-dimethyladamantan-1-yl)-3-(2-fluoro-4-((4-(2-(1-propionylpiperidin-4-yl)acetyl)-1,4-diazepan-1-yl)methyl)phenyl)urea C[C@]12CC3(CC(C[C@@](C1)(C3)C)C2)NC(=O)NC2=C(C=C(C=C2)CN2CCN(CCC2)C(CC2CCN(CC2)C(CC)=O)=O)F